alpha-cyano-beta-methyl-p-methoxy-cinnamic acid methyl ester COC(C(=C(C1=CC=C(C=C1)OC)C)C#N)=O